C1=NC=C(C2=CC=CC=C12)C=NS(=O)C(C)(C)C N-((isoquinolin-4-yl)methylene)-2-methylpropane-2-sulfinamide